CN1CCN(CC1)CCC1=C(NC(=C1C(=O)N)C1=C(C=CC=C1)[N+](=O)[O-])C1=CC2=CC=CC=C2C=C1 (2-(4-methylpiperazin-1-yl)ethyl)-2-(naphthalen-2-yl)-5-(2-nitrophenyl)Azole-4-carboxamide